[N+](=O)([O-])C=1C=CC(=C(C1)S(=O)(=O)Cl)C1(NOC=N1)C(F)(F)F 5-nitro-2-[3-(trifluoromethyl)-1,2,4-oxadiazol-3-yl]Benzenesulfonyl chloride